C(C)(C)(C)OC(=O)N(C=1SC(=C(N1)C)Br)C(=O)OC(C)(C)C N,N-bis-tert-butoxycarbonyl-4-methyl-5-bromo-1,3-thiazol-2-amine